COC(N[C@H](C(NC=1C(N(C=CC1)CC=1SC2=C(N1)C=CC=C2OCC(F)(F)F)=O)=O)CC\C=C\C(=O)N(C)C)=O Methyl-(S,E)-(7-(dimethylamino)-1,7-dioxo-1-((2-oxo-1-((7-(2,2,2-trifluoroethoxy)benzo[d]thiazol-2-yl)methyl)-1,2-dihydropyridin-3-yl)amino)hept-5-en-2-yl)carbamat